COC(=O)C1CC=NN1 4,5-dihydro-1H-pyrazole-5-carboxylic acid methyl ester